C(C)C=1N(C(C2=C(N1)CCN(C2)CC)=O)CC2=NOC(=C2)C2=C(C#N)C=C(C(=C2)O)F 2-(3-((2,6-Diethyl-4-oxo-5,6,7,8-tetrahydropyrido[4,3-d]pyrimidin-3(4H)yl)methyl)isoxazol-5-yl)-5-fluoro-4-hydroxybenzonitrile